FC1=NC2=CC=C(C=C2C=C1C(=O)O)OC=1C(=NC2=C(C=CC=C2C1)F)C 2-fluoro-6-[(8-fluoro-2-methyl-3-quinolinyl)oxy]quinoline-3-carboxylic acid